6-(1-(1-(4-((1R,5S)-3-Azabicyclo[3.1.0]hexan-3-yl)phenyl)ethyl)-4-chloro-1H-indazol-7-carboxamido)spiro[3.3]heptan [C@@H]12CN(C[C@H]2C1)C1=CC=C(C=C1)C(C)N1N=CC2=C(C=CC(=C12)C(=O)NC1CC2(CCC2)C1)Cl